ClC1=CC(=NC(=C1)C1CC1)NC(OC(C)(C)C)=O tert-butyl (4-chloro-6-cyclopropylpyridin-2-yl)carbamate